3-benzyl-1-(hydroxymethyl)-3,8-diazabicyclo[3.2.1]octane-8-carboxylate C(C1=CC=CC=C1)N1CC2(CCC(C1)N2C(=O)[O-])CO